2-[6-(difluoromethyl)-1-oxo-4-propan-2-ylphthalazin-2-yl]-N-(5-fluoropyrimidin-4-yl)acetamide FC(C=1C=C2C(=NN(C(C2=CC1)=O)CC(=O)NC1=NC=NC=C1F)C(C)C)F